5-(1-(pyridin-4-yl)ethoxy)isoindolin-3-one N1=CC=C(C=C1)C(C)OC=1C=C2C(NCC2=CC1)=O